1-((2R,4aS,4bR,6aS,7S,7aS,8aR,8bR,8cR,10aR)-2-Hydroxy-2,6a-dimethyloctadecahydrocyclopropa[4,5]cyclopenta[1,2-a]phenanthren-7-yl)-2-(3-(trifluoromethyl)-1H-pyrazol-1-yl)ethan-1-one O[C@@]1(CC[C@@H]2[C@H]3CC[C@]4([C@H]([C@@H]3CC[C@@H]2C1)[C@H]1[C@@H]([C@@H]4C(CN4N=C(C=C4)C(F)(F)F)=O)C1)C)C